dichloro-2-methyl-pyridine-3-carbaldehyde ClC=1C(=C(C(=NC1)C)C=O)Cl